6-chloro-4-(6-cyclopropyl-2,3-dihydrobenzo[e][1,4]oxazepine-1(5H)-yl)-7-(2-hydroxyethoxy)-1-methylquinazolin-2(1H)-one ClC=1C=C2C(=NC(N(C2=CC1OCCO)C)=O)N1CCOCC2=C1C=CC=C2C2CC2